C(CCCCC)C(C(=O)OCCCCCCOCC(C(=O)N(CCCCCCCC)CCOCCOCCOCCOCCO)OCCCCCCOC(C(CCCCCCCC)CCCCCC)=O)CCCCCCCC 6-[2-[6-(2-hexyldecanoyloxy)hexoxy]-3-[2-[2-[2-[2-(2-hydroxyethoxy)ethoxy] ethoxy]ethoxy]ethyl-octyl-amino]-3-oxo-propoxy]hexyl 2-hexyldecanoate